benzyl (2R)-2-methyl-3-oxoazetidine-1-carboxylate C[C@H]1N(CC1=O)C(=O)OCC1=CC=CC=C1